2-Methyl-5-(2-(methylamino)ethoxy)-N-(2,2,2-trifluoro-1-(naphthalen-1-yl)ethyl)benzamide CC1=C(C(=O)NC(C(F)(F)F)C2=CC=CC3=CC=CC=C23)C=C(C=C1)OCCNC